N-methyl-5-{[(2r,3r)-2-methylazetidin-3-yl]oxy}pyridine-2-carboxamide (2,4-di-t-butylphenyl)(1,1-biphenyl)-4,4'-diphosphonite C(C)(C)(C)C1=C(C=CC(=C1)C(C)(C)C)OP(O)C1=CC=C(C=C1)C1=CC=C(C=C1)P(O)O.CNC(=O)C1=NC=C(C=C1)O[C@H]1[C@H](NC1)C